S-nitrososulfur N(=O)[S]